(4S,5R)-5-(((tert-butyldiphenylsilyl)oxy)methyl)-5-ethynyltetrahydrofuran-2,4-diyl diacetate C(C)(=O)OC1O[C@]([C@H](C1)OC(C)=O)(C#C)CO[Si](C1=CC=CC=C1)(C1=CC=CC=C1)C(C)(C)C